(E)-6-methylthiotetrahydropyran-3,4,5-triol CSC1C(C(C(CO1)O)O)O